CCCCCCCCC(CCCCCCCC)OC(CCCCCCCN(CCCCCC(OCCCCCCCCCCC)=O)CCO)=O 9-heptadecanyl-8-{(2-hydroxyethyl)[6-oxo-6-(undecanyloxy)hexyl]amino}octanoate